tert-butyl 2-(2-oxo-1-((S)-1-phenylethyl)piperidin-4-yl)hydrazine-1-carboxylate O=C1N(CCC(C1)NNC(=O)OC(C)(C)C)[C@@H](C)C1=CC=CC=C1